(R)-2-(3-((4-((1-(3-amino-5-(trifluoromethyl)phenyl)ethyl)amino)-2-methylquinazolin-6-yl)amino)-2-methoxyphenyl)-N,N-Dimethylacetamide NC=1C=C(C=C(C1)C(F)(F)F)[C@@H](C)NC1=NC(=NC2=CC=C(C=C12)NC=1C(=C(C=CC1)CC(=O)N(C)C)OC)C